C(C)(C)(C)OC(=O)NCCC(=O)N[C@@H](CSC(C1=CC=CC=C1)(C1=CC=CC=C1)C1=CC=CC=C1)C(=O)O N-(3-((tert-butoxycarbonyl)amino)propionyl)-S-trityl-L-cysteine